C(C)N1C(C[C@@H](C1)CN1N=C2N=C(C=CC2=C1[C@H](C)O)C1=C(C=C(C=C1C)C(F)(F)F)O)=O (S)-1-ethyl-4-((6-(2-hydroxy-6-methyl-4-(trifluoromethyl)phenyl)-3-((S)-1-hydroxyethyl)-2H-pyrazolo[3,4-b]pyridin-2-yl)methyl)pyrrolidin-2-one